3-(2-hydroxy-3-m-tolylaminopropyl)-1H-1,2,4-triazole-5(4H)-thione OC(CC1=NNC(N1)=S)CNC=1C=C(C=CC1)C